(S)-methyl-2-aminocyclohexyl acetate hydrochloride Cl.C(C)(=O)O[C@@]1(C(CCCC1)N)C